3-bromo-1-(3-(trifluoromethyl)benzyl)-4,5,6,7-tetrahydro-1H-pyrrolo[3,2-b]pyridine-2-carboxamide BrC1=C(N(C2=C1NCCC2)CC2=CC(=CC=C2)C(F)(F)F)C(=O)N